acetoacetate oxime C(CC(C)=NO)(=O)[O-]